CC=1C=C(C=CC1)NC1=NC(=NC=C1C(=O)N)NC1=CC2=C(OCC(CN2)O)C=C1 4-((3-Methylphenyl)amino)-2-((3-hydroxy-2,3,4,5-tetrahydro-benzo[b][1,4]oxazepin-7-yl)amino)pyrimidine-5-carboxamide